2-methoxy-4-(2-propen-1-yl)-phenol COC1=C(C=CC(=C1)CC=C)O